C(\C=C/C(=O)O)(=O)O.FC1=CC=C(C=C1)[C@H](C)NC1=NC(=CC(=C1)C=1C=NN(C1)C)NC1=NC=CN=C1 (S)-N2-[1-(4-fluorophenyl)ethyl]-4-(1-methyl-1H-pyrazol-4-yl)-N6-(pyrazin-2-yl)pyridine-2,6-diamine maleate